(5-fluoroisoindolin-2-yl)-3-isopropyl-N-(2-methoxypyridin-4-yl)-7-(1H-pyrazol-4-yl)pyrazolo[1,5-a]pyrimidine-2-carboxamide FC=1C=C2CN(CC2=CC1)C1=NC=2N(C(=C1)C=1C=NNC1)N=C(C2C(C)C)C(=O)NC2=CC(=NC=C2)OC